C(C)(C)(C)OC(NCCOC1=C2CN(C(C2=CC=C1)=O)C1C(NC(CC1)=O)=O)=O.ClC=1C(=NC=CC1)N1N=C(C=C1Br)Br 3-chloro-2-(3,5-dibromo-1H-pyrazol-1-yl)pyridine tert-butyl-N-(2-{[2-(2,6-dioxopiperidin-3-yl)-1-oxo-2,3-dihydro-1H-isoindol-4-yl]oxy}ethyl)carbamate